7-hydroxy-8-(1-morpholinomethyl)-3-acetylcoumarin OC1=CC=C2C=C(C(OC2=C1CN1CCOCC1)=O)C(C)=O